C(C=C)(=O)OCCOC(CCC(=O)O)=O succinic acid mono(2-acryloxyethyl) ester